methyl 3-[(2-aminoethyl)sulfanyl]propanoate hydrochloride Cl.NCCSCCC(=O)OC